7-(2,5-difluorophenyl)-N,N-dimethyl-5-[rac-(2R)-2-(1-cyclopropylpyrazol-4-yl)tetrahydropyran-4-yl]thiazolo[4,5-d]pyrimidin-2-amine FC1=C(C=C(C=C1)F)C=1C2=C(N=C(N1)C1C[C@@H](OCC1)C=1C=NN(C1)C1CC1)N=C(S2)N(C)C |r|